acetyl-2-chloro-[1,1'-biphenyl]-4-carbaldehyde C(C)(=O)C=1C(=C(C=CC1C=O)C1=CC=CC=C1)Cl